(2R,3S,4R,5R)-2-((R)-(7,7-difluorobicyclo[4.2.0]octa-1(6),2,4-trien-3-yl)(hydroxy)methyl)-5-(4-methyl-7H-pyrrolo[2,3-d]pyrimidin-7-yl)tetrahydrofuran-3,4-diol FC1(C=2C=CC(=CC2C1)[C@H]([C@H]1O[C@H]([C@@H]([C@@H]1O)O)N1C=CC2=C1N=CN=C2C)O)F